FC1=C(C=CC=C1F)[C@@H]1C[C@@H](C=2N1N=C(N2)S(=O)(=O)[C@H]2[C@@H](C2)F)F (5s,7s)-5-(2,3-difluorophenyl)-7-fluoro-2-[(1r,2r)-2-fluorocyclopropyl]sulfonyl-6,7-dihydro-5H-pyrrolo[1,2-b][1,2,4]triazole